Dimethylsilylene-bis(2-isopropyl-5-isobutyl-indenyl)zirconium dichloride [Cl-].[Cl-].C[Si](=[Zr+2](C1C(=CC2=CC(=CC=C12)CC(C)C)C(C)C)C1C(=CC2=CC(=CC=C12)CC(C)C)C(C)C)C